NCCCN(CCCN)CCCCCCCCCCCC N,N-bis(3-aminopropyl)-dodecylamine